methyl 4-amino-2-hydroxy-3-iodobenzoate NC1=C(C(=C(C(=O)OC)C=C1)O)I